tert-butyl ((S)-1-(4-(1-(2-((tert-butyldimethylsilyl)oxy)ethyl)-4-((R)-2-methylbut-3-enamido)-1H-pyrazol-5-yl)pyridin-2-yl)but-3-en-1-yl)carbamate [Si](C)(C)(C(C)(C)C)OCCN1N=CC(=C1C1=CC(=NC=C1)[C@H](CC=C)NC(OC(C)(C)C)=O)NC([C@@H](C=C)C)=O